(R)-2-(2-(4-fluoro-1H-indole-3-carbonyl)pyrrolidin-1-yl)-1-phenyl-2λ2-ethan-1-one FC1=C2C(=CNC2=CC=C1)C(=O)[C@@H]1N(CCC1)[C]C(=O)C1=CC=CC=C1